2,8,8-trimethyl-3,5,7,8-tetrahydro-4H-spiro[quinazoline-6,2'-[1,3]dioxolan]-4-one CC1=NC=2C(CC3(OCCO3)CC2C(N1)=O)(C)C